4-(2-(4-(4-methylpiperazine-1-carbonyl)phenyl)imidazolo[2,1-b][1,3,4]thiadiazol-6-yl)cyanobenzene CN1CCN(CC1)C(=O)C1=CC=C(C=C1)C1=NN2C(S1)=NC(=C2)C2=CC=C(C=C2)C#N